C(C)(C)(C)OC(=O)NN1C(=NC(=C1)Cl)C(=O)OCC ethyl 1-((tert-butoxycarbonyl) amino)-4-chloro-1H-imidazole-2-carboxylate